tert-butyl (2-(3-(imino-(4-methylpyridin-2-yl)methyl)-thioureido)pyridin-3-yl)(methyl)carbamate N=C(NC(NC1=NC=CC=C1N(C(OC(C)(C)C)=O)C)=S)C1=NC=CC(=C1)C